CC1=CC2=C(N=C(N=C2[C@@H]2C[C@H](C2)C(F)(F)F)N2C[C@@H](OCC2)C2=CN=NC(=C2)C)N=C1C 6,7-dimethyl-2-((2S)-2-(6-methyl-4-pyridazinyl)-4-morpholinyl)-4-(trans-3-(trifluoromethyl)cyclobutyl)pyrido[2,3-d]pyrimidine